iodo(iodomethoxy)methane tert-butyl-((R)-1,4-dioxo-1-(((R)-4-phenyl-1-(4,4,5,5-tetramethyl-1,3,2-dioxaborolan-2-yl)butyl)amino)-4-(pyrrolidin-1-yl)butan-2-yl)carbamate C(C)(C)(C)N(C(O)=O)[C@@H](C(N[C@@H](CCCC1=CC=CC=C1)B1OC(C(O1)(C)C)(C)C)=O)CC(N1CCCC1)=O.ICOCI